COCCNC1=NC(=CC(=C1[N+](=O)[O-])N1CCOCC1)N1N=C(C=C1)C=1C=C(C=CC1)C N-(2-methoxyethyl)-4-morpholino-3-nitro-6-(3-(m-tolyl)-1H-pyrazol-1-yl)pyridin-2-amine